N1C=CC=2C1=NC=CC2B(O)O pyrrolo[2,3-b]pyridin-4-ylboronic acid